ClC1=C(C(=CC=C1)Cl)N1C=2N(C3=C(C1=O)C=NC(=N3)NC3=CC(=C(C=C3)C3(CCNCC3)OC)C)CCN2 6-(2,6-dichlorophenyl)-2-((4-(4-methoxypiperidin-4-yl)-3-methylphenyl)amino)-8,9-dihydroimidazo[1,2-a]pyrimido[5,4-e]pyrimidin-5(6H)-one